Cycloheptan-1,3-dion C1(CC(CCCC1)=O)=O